C(C)(C)C1=C(NC2=CC=C(C=C12)C1CCNCC1)C1=CC=2N(C=C1)C=NN2 7-(3-isopropyl-5-(piperidin-4-yl)-1H-indol-2-yl)-[1,2,4]triazolo[4,3-a]pyridine